2-((3-amino-3-(aminomethyl)cyclobutyl)methyl)-3-((4-chloro-1-methyl-1H-pyrazol-5-yl)methyl)isoindolin-1-one NC1(CC(C1)CN1C(C2=CC=CC=C2C1CC1=C(C=NN1C)Cl)=O)CN